C(CCCCCCCCCCCCCC)(=O)N[C@H](C)C(=O)OC(C)(C)C tert-butyl pentadecanoyl-D-alaninate